isoamyl 4-methoxycinnamate COC1=CC=C(C=CC(=O)OCCC(C)C)C=C1